NCCCCCCN[C@@H]1C[C@@H](CC1)NC1=NC=C(C(=N1)C1=CNC2=CC=CC=C12)Cl (1S,3R)-N1-(6-aminohexyl)-N3-(5-chloro-4-(1H-indol-3-yl)pyrimidin-2-yl)cyclopentane-1,3-Diamine